(3-fluoro-5-methoxycarbonyl-phenyl)boronic acid FC=1C=C(C=C(C1)C(=O)OC)B(O)O